FC1(CN(C1)C(=O)OC1=CC2=C(CN(C(O2)=O)CC2=C(C(=CC=C2)N)F)C=C1)F 3-[(3-amino-2-fluorophenyl)methyl]-2-oxo-3,4-dihydro-2H-1,3-benzoxazin-7-yl 3,3-difluoroazetidine-1-carboxylate